4-Amino-4-cyano-N-[4-(3-cyanophenyl)-5-(2,6-dimethyl-4-pyridyl)thiazol-2-yl]piperidin-1-carboxamid NC1(CCN(CC1)C(=O)NC=1SC(=C(N1)C1=CC(=CC=C1)C#N)C1=CC(=NC(=C1)C)C)C#N